6α-methyl-8α-fluoro-11β-hydroxypregna-1,4-diene-3,20-dione C[C@H]1C[C@@]2([C@@H]3CC[C@H](C(C)=O)[C@]3(C[C@@H]([C@@H]2[C@]2(C=CC(C=C12)=O)C)O)C)F